COC1=C(C=CC=C1)C1=CC(=NC=C1C(=O)NC=1SC2=C(N1)CC[C@H](C2)NC2=CC=CC=C2)C |r| (Racemic)-4-(2-Methoxyphenyl)-6-methyl-N-(6-(phenylamino)-4,5,6,7-tetrahydrobenzo[d]thiazol-2-yl)nicotinamide